(e)-benzyloxycarbonyl-lysine C(C1=CC=CC=C1)OC(=O)N[C@@H](CCCCN)C(=O)O